OCC=1C=CC(=CC1)O 3-hydroxymethyl-6-hydroxy-benzene